COC1=C(C=C(C=C1)C(C)=O)C 1-(4-methoxy-3-methylphenyl)ethan-1-one